1,1,1,3,3,3-hexafluoro-propan-2-yl (±)-1-(methyl(pyridazin-3-yl)carbamoyl)-6-aza-spiro[2.5]octane-6-carboxylate CN(C(=O)[C@@H]1CC12CCN(CC2)C(=O)OC(C(F)(F)F)C(F)(F)F)C=2N=NC=CC2 |r|